2-(4-{5-fluoro-2-[morpholin-2-yl]-1H-pyrrolo[2,3-b]pyridin-4-yl}piperidine-1-carbonyl)-5-(trifluoromethoxy)aniline FC=1C(=C2C(=NC1)NC(=C2)C2CNCCO2)C2CCN(CC2)C(=O)C2=C(N)C=C(C=C2)OC(F)(F)F